C(C)(=O)OC=C.C=C ETHYLENE VINYL ACETATE